Tetramethyl-diphenylethylene CC=1C(=C(C(=C(C1)C=CC1=CC=CC=C1)C)C)C